C(C1=CN=CC=C1)(=O)OC1=CC2=C(OCO2)C=C1C1=C2C=C(C(=CC2=CC=2COC(C21)=O)OC)OC 6-(6,7-dimethoxy-3-oxo-1,3-dihydronaphtho[2,3-c]furan-4-yl)benzo[d][1,3]dioxol-5-yl nicotinate